P(=O)(OC1=C(C=CC=C1OC)C=O)(O)O 2-Formyl-6-methoxyphenyl dihydrogen phosphate